(R)-5-(benzyloxy)-2-methyl-N-(1-(oxetan-3-yl)piperidin-3-yl)benzofuran-3-carboxamide C(C1=CC=CC=C1)OC=1C=CC2=C(C(=C(O2)C)C(=O)N[C@H]2CN(CCC2)C2COC2)C1